FC(OC=1C=C(C=CC1)C1=NN(C=2C1=NC=C(C2)C(=O)NC2(CS(C2)(=O)=O)C)C2C(COCC2)F)F 3-(3-(difluoromethoxy)phenyl)-1-(3-fluorotetrahydro-2H-pyran-4-yl)-N-(3-methyl-1,1-dioxidothietan-3-yl)-1H-pyrazolo[4,3-b]pyridine-6-carboxamide